COC1=CC=C(C=C1)C1=NN2C=NC=3C=CC(=CC3C2=N1)C 2-(4-methoxyphenyl)-9-methyl[1,2,4]triazolo[1,5-c]quinazolin